FC1=C(C(=CC(=C1)OC)F)C1=C(C(N(N1C)C1=NC(=CC(=C1)OC)N1C[C@H](O[C@H](C1)C)C)=O)NC(C1=CC=C(C=C1)OC(F)F)=O N-[5-(2,6-difluoro-4-methoxyphenyl)-2-{6-[(2R,6S)-2,6-dimethylmorpholin-4-yl]-4-methoxypyridin-2-yl}-1-methyl-3-oxo-2,3-dihydro-1H-pyrazol-4-yl]-4-(difluoromethoxy)benzamide